1,2,8-tribromo-triazanaphthalene BrC1=C(N=NC2=NC=CC(=C12)Br)Br